N-(2-ethoxy-5-fluorobenzyl)-1-(piperidin-4-yl)methanamine C(C)OC1=C(CNCC2CCNCC2)C=C(C=C1)F